3-{(2S)-2-carboxy-2-[(3R)-pyrrolidin-3-yl]ethyl}benzoic acid hydrochloride Cl.C(=O)(O)[C@@H](CC=1C=C(C(=O)O)C=CC1)[C@@H]1CNCC1